Methyl 5-(diethoxymethyl)-1H-imidazole-4-carboxylate C(C)OC(C1=C(N=CN1)C(=O)OC)OCC